1-[2-chloro-4-(trifluoromethyl)phenyl]-4-[6-(2-ethoxyphenyl)-5-fluoropyridin-3-yl]-N-[2-(methylamino)ethyl]piperidine-4-carboxamide ClC1=C(C=CC(=C1)C(F)(F)F)N1CCC(CC1)(C(=O)NCCNC)C=1C=NC(=C(C1)F)C1=C(C=CC=C1)OCC